N1(CCOCC1)C1=CC(=C(C=N1)C=1C(=NC(=CC1)C=1C=NNC1)C(=O)N)N1CCCCC1 (6-morpholinyl-4-(piperidin-1-yl)pyridin-3-yl)-6-(1H-pyrazol-4-yl)picolinamide